methyl trans-4-[(6-cyano-4-fluoro-indol-1-yl)methyl]cyclohexanecarboxylate C(#N)C1=CC(=C2C=CN(C2=C1)C[C@@H]1CC[C@H](CC1)C(=O)OC)F